2-[3-(4-Isopropylpyrazol-1-yl)-1-[2-[[1-[2-(4-methylpiperazin-1-yl)-2-oxoethyl]pyrazol-4-yl]amino]-[1,2,4]triazolo[1,5-a]pyridin-8-yl]azetidin-3-yl]acetonitril C(C)(C)C=1C=NN(C1)C1(CN(C1)C=1C=2N(C=CC1)N=C(N2)NC=2C=NN(C2)CC(=O)N2CCN(CC2)C)CC#N